FC(C1CCNC2=C(O1)N=C1C(=C2)C=CN1COCC[Si](C)(C)C)(F)F 4-(trifluoromethyl)-7-((2-(trimethylsilyl)ethoxy)methyl)-1,3,4,7-tetrahydro-2H-pyrrolo[3',2':5,6]Pyrido[2,3-b][1,4]Oxazepine